tert-butyl 4-((2-(4-((4-(2-(3-chloro-5-cyanophenyl)propan-2-yl)phenoxy)methyl)pyrimidin-2-yl)-2,7-diazaspiro[3.5]nonan-7-yl)methyl)piperidine-1-carboxylate ClC=1C=C(C=C(C1)C#N)C(C)(C)C1=CC=C(OCC2=NC(=NC=C2)N2CC3(C2)CCN(CC3)CC3CCN(CC3)C(=O)OC(C)(C)C)C=C1